3-(1-(4-Methyl-4H-1,2,4-triazol-3-yl)propan-2-yl)-6,7-dihydro-5H-pyrrolo[3,4-b]pyridin-5-one CN1C(=NN=C1)CC(C)C=1C=C2C(=NC1)CNC2=O